2-(3-{1-carboxy-5-[(6-fluoropyridine-3-carbonyl)-amino]-pentyl}-ureido)-glutaric acid C(=O)(O)C(CCCCNC(=O)C=1C=NC(=CC1)F)NC(NC(C(=O)O)CCC(=O)O)=O